COC(CC(C(C)=O)NC(=O)C1CCC(CC1)C(=O)OCC1=CC=CC=C1)=O benzyl 4-((1-methoxy-1,4-dioxopentan-3-yl)carbamoyl)cyclohexanecarboxylate